FC(CN1C[C@@H]([C@H](CC1)NC(=O)C1=CC(=CC=2N(C=NC21)CC(F)(F)F)C#CCNC=2C(OC)=CC=C(C2)C#N)C)F N-[(3S,4S)-1-(2,2-difluoroethyl)-3-methyl-4-piperidyl]-6-[3-(4-cyano-2-anisidino)-1-propynyl]-1-(2,2,2-trifluoroethyl)-1H-1,3-benzimidazole-4-carboxamide